isophthalic acid (n-hexyl) (2-propylheptyl) ester C(CC)C(COC(C=1C=C(C(=O)OCCCCCC)C=CC1)=O)CCCCC